Cl[C@@H](C(=O)OCC)C1=CC=CC=C1 |r| (±)-ethyl chlorophenylacetate